6-(4-(4-((6-bromo-2-(2,6-dioxopiperidin-3-yl)-1-oxoisoindolin-5-yl)methyl)piperazin-1-yl)piperidin-1-yl)-N-((1r,4r)-4-(3-chloro-4-cyanophenoxy)cyclohexyl)pyridazine-3-carboxamide BrC1=C(C=C2CN(C(C2=C1)=O)C1C(NC(CC1)=O)=O)CN1CCN(CC1)C1CCN(CC1)C1=CC=C(N=N1)C(=O)NC1CCC(CC1)OC1=CC(=C(C=C1)C#N)Cl